9,9-di[3-phenyl-4-hydroxyphenyl]fluorene C1(=CC=CC=C1)C=1C=C(C=CC1O)C1(C2=CC=CC=C2C=2C=CC=CC12)C1=CC(=C(C=C1)O)C1=CC=CC=C1